2,2-dimethyl-1-(6-methyl-1H-indol-1-yl)propan-1-one CC(C(=O)N1C=CC2=CC=C(C=C12)C)(C)C